C(C)(C)(C)C1=CC=C(C=C1)OP(OC1=CC=C(C=C1)C(C)(C)C)OC1=CC=C(C=C1)C(C)(C)C.C(CCCCC)OC1=CC=C(C=C1)[I+]C1=C(C=C(C=C1OC)OC)OC 4-hexyloxyphenyl-2,4,6-trimethoxyphenyl-iodonium tris(4-tert-butylphenyl)phosphite